O1CCC(CC1)CN1C[C@@H]2[C@H](C1)CC(C2)NC=2SC(=CN2)C2=CC=CC=C2 N-[(3aR,5s,6aS)-2-(tetrahydropyran-4-ylmethyl)-3,3a,4,5,6,6a-hexahydro-1H-cyclopenta[c]pyrrol-5-yl]-5-phenyl-thiazol-2-amine